C(C=C)OC(=O)N(C(CC(=O)OCC1=CC=CC=C1)C(=O)N1CCOCC1)C Benzyl 3-(((allyloxy) carbonyl) (methyl) amino)-4-morpholino-4-oxobutyrate